CNC(C)=O (METHYLAMINO)ETHANONE